2-(7-Chloro-1-(2-methoxyethyl)-1H-pyrazolo[4,3-b]pyridin-3-yl)isonicotinonitrile ClC1=C2C(=NC=C1)C(=NN2CCOC)C=2C=C(C#N)C=CN2